ClC1=C(C=CC(=C1NC=1C(=C2C(N(C=NC2=CC1)C)=O)F)F)NS(=O)(=O)N1CC2(C1)CCC2 N-(2-chloro-4-fluoro-3-((5-fluoro-3-methyl-4-oxo-3,4-dihydroquinazolin-6-yl)amino)phenyl)-2-azaspiro[3.3]heptane-2-sulfonamide